(E)-3-(dimethylamino)-1-(4-bromophenyl)-2-propen-1-one CN(/C=C/C(=O)C1=CC=C(C=C1)Br)C